BrC1=C(C(=C(CC2=NC3=C(N2C[C@H]2OCC2)C=C(C=C3F)C(=O)OCC)C(=C1)F)F)F Ethyl (S)-2-(4-bromo-2,3,6-trifluorobenzyl)-4-fluoro-1-(oxetan-2-ylmethyl)-1H-benzo[d]imidazole-6-carboxylate